Tert-butyl-5-methyl-pyrazole-1-carboxylate C(C)(C)(C)OC(=O)N1N=CC=C1C